NC(CCCCCCC)S(=O)(=O)O aminooctanesulfonic acid